C(=O)(OC(C)(C)C)N1C[C@@H](CCC1)N1N=C(C=2C1=NC=NC2N)I (3R)-1-Boc-3-(4-amino-3-iodo-1H-pyrazolo[3,4-d]pyrimidine-1-yl)piperidine